Indium Gallium Aluminium Phosphite P([O-])([O-])[O-].[Al+3].[Ga+3].[In+3].P([O-])([O-])[O-].P([O-])([O-])[O-]